ethyl 6-tert-butyldimethylsilyl-3-O-benzyl-2-azido-2-deoxy-alpha-D-glucopyranoside [Si](C)(C)(C(C)(C)C)C([C@@H]1[C@H]([C@@H]([C@H]([C@@H](OCC)O1)N=[N+]=[N-])OCC1=CC=CC=C1)O)O